C1(CCC1)OC1=CC(=NC=C1)C(=O)N[C@@H]1C(N(C2=C(OC1)C=CC(=C2)C#CC(C)(C)O)C)=O (S)-4-Cyclobutoxy-N-(7-(3-hydroxy-3-methylbut-1-yn-1-yl)-5-methyl-4-oxo-2,3,4,5-tetrahydrobenzo[b][1,4]oxazepin-3-yl)picolinamid